C(C)(C)C1=C(C(=C(C(=C1)C(C)C)N)C(C)C)N 1,3,5-triisopropyl-2,4-diaminobenzene